(3R,4R)-4-methoxy-1-[(4R)-4-methyl-2-(1-methylpyrazolo[3,4-b]pyridin-4-yl)-3,4-dihydro-1H-isoquinolin-6-yl]pyrrolidin-3-amine CO[C@H]1[C@@H](CN(C1)C=1C=C2[C@H](CN(CC2=CC1)C1=C2C(=NC=C1)N(N=C2)C)C)N